triphenyl-bismuth(V) C1(=CC=CC=C1)[Bi+2](C1=CC=CC=C1)C1=CC=CC=C1